FC1=C(C=CC=C1)C=1C=CC=C2C=NC(=NC12)NC1=CC=C(C=C1)N1CCOCC1 8-(2-fluorophenyl)-N-(4-morpholinylphenyl)quinazolin-2-amine